1-cyclobutoxybutan-2-one C1(CCC1)OCC(CC)=O